C(C)(C)(C)C1=CC(=NC=C1)C1=CC=C2C=CNC2=C1 6-(4-(tert-butyl)pyridin-2-yl)-1H-indole